N=1N(N=CC1)C1=CC=C(CN2C3=NC(=NC=C3NC2=O)C2=C(C(=CC=C2)F)C(C)C)C=C1 9-(4-(2H-1,2,3-triazol-2-yl)benzyl)-2-(3-fluoro-2-isopropylphenyl)-7,9-dihydro-8H-purin-8-one